ClC=1C(=NC(=NC1)NC1=CC(=C(C=C1)N1CCC(CC1)N1CCN(CC1)C)F)N(S(=O)(=O)C)C=1C=CC2=C(N=CS2)C1NS(=O)(=O)C N-(5-chloro-2-((3-fluoro-4-(4-(4-methylpiperazin-1-yl)piperidin-1-yl)phenyl)amino)pyrimidine-4-yl)-N-(4-(methylsulfonamido)benzo[d]thiazol-5-yl)methanesulfonamide